C(CCCCCCCCCCCCCCCCCCCCCCCCCCCCCCC)(=O)OCCCCCCCCCCCCCCCCCCC nonadecyl dotriacontanoate